C(C(O)CC(=O)O)(=O)O.CS(=O)(=O)N1CCC(CC1)C1=CC=C(C=C1)C1=CC=2C(=NC=CN2)C(=N1)NC[C@@H]1CNCCO1 (S)-7-(4-(1-(methylsulfonyl)-piperidin-4-yl)phenyl)-N-(morpholin-2-ylmethyl)pyrido[3,4-b]pyrazin-5-amine malate